COCC1(O[C@H]2C[C@@]34[C@H](C([C@H]([C@]2(O1)C)C4)(C)C)CC[C@H]3C)C (1R,3S,7R,8R,10S,13R)-5-(methoxymethyl)-5,7,9,9,13-pentamethyl-4,6-dioxatetracyclo[6.5.1.01,10.03,7]tetradecane